C1(C(C=CC2=CC=C3C4=CC=C5C=CC=CC5=C4C=CC3=C21)=O)=O picenequinone